1,4-dibromo-2-chloro-5-methoxybenzene BrC1=C(C=C(C(=C1)OC)Br)Cl